FC=1C=C(C=CC1F)CC(=O)NC=1C(=NC(=NC1C)N1CCOCC1)C 2-(3,4-Difluorophenyl)-N-(4,6-dimethyl-2-morpholin-4-ylpyrimidin-5-yl)-acetamide